5-(3-fluorophenyl)-1,3,2,4-dioxathiazole 2-oxide FC=1C=C(C=CC1)C1=NOS(O1)=O